C(C1=CC=CC=C1)C1=NC(=NN1)C(=O)N[C@@H]1C(N(C2=C(OC1)C=CC(=C2)C#CC2=CC=C1CCNCC1=C2)C)=O (S)-5-benzyl-N-(5-methyl-4-oxo-7-((1,2,3,4-tetrahydroisoquinolin-7-yl)ethynyl)-2,3,4,5-tetrahydrobenzo[b][1,4]oxazepin-3-yl)-1H-1,2,4-triazole-3-carboxamide